tris(2,4-di-t-butylphenyl)pentaerythritol C(C)(C)(C)C1=C(C=CC(=C1)C(C)(C)C)C(C(C(O)(C1=C(C=C(C=C1)C(C)(C)C)C(C)(C)C)C1=C(C=C(C=C1)C(C)(C)C)C(C)(C)C)(CO)CO)O